tert-butyl N-[2-[[(2S,3R,4R,5R,6S)-4,5-dihydroxy-6-(1H-imidazo[4,5-c]pyridin-4-ylamino)-2-methyl-tetrahydropyran-3-yl]amino]-2-oxo-ethyl]-N-methyl-carbamate O[C@@H]1[C@H]([C@@H](O[C@@H]([C@@H]1O)NC1=NC=CC2=C1N=CN2)C)NC(CN(C(OC(C)(C)C)=O)C)=O